FC1(OC2=C(O1)C=CC(=C2)N(C(=O)C=2C=C(C=CC2)N2N=C(C=1CCC[C@@H](C21)OC2=CC=C(C(=O)O)C=C2)C(F)(F)F)C)F |o1:26| (S) or (R)-4-[[1-[3-[(2,2-difluoro-1,3-benzodioxol-5-yl)-methyl-carbamoyl]phenyl]-3-(trifluoromethyl)-4,5,6,7-tetrahydroindazol-7-yl]oxy]benzoic acid